C(C)(C)C1=C(C(=CC(=C1)C(C)C)C(C)C)C1=CC=CC=C1 2',4',6'-Triisopropyl-1,1'-biphenyl